ClC1=CC(=C(C=C1)N1CCN(CC1)[C@@H]1[C@@H](CCCCC1)NS(=O)(=O)C1=CC=C(C=C1)S(=O)(=O)N(C)C)F Cis-N1-(2-(4-(4-chloro-2-fluorophenyl)piperazin-1-yl)cycloheptyl)-N4,N4-dimethylbenzene-1,4-disulfonamide